[Si](C)(C)(C(C)(C)C)OCCN1C(NC2=C1C=CC=C2)=O 1-(2-((tert-butyldimethylsilyl)oxy)ethyl)-1,3-dihydro-2H-benzo[d]imidazol-2-one